CC1(CCC(CC1)N1C(=CC=2C1=C(N=C(C2)C)C)C(=O)N)C (4,4-dimethylcyclohexyl)-5,7-dimethyl-1H-pyrrolo[2,3-c]pyridine-2-carboxamide